C1N(CCC2=CC=CC=C12)[C@H]1[C@@H](CN(CC1)C(=O)OC(C)(C)C)O tert-butyl trans-4-(3,4-dihydroisoquinolin-2(1H)-yl)-3-hydroxypiperidine-1-carboxylate